4-(hydroxymethyl)-5-(propan-2-yl)-2H-1,3-dioxol-2-one OCC=1OC(OC1C(C)C)=O